N,N-dimethylquinazolin-4-amine CN(C1=NC=NC2=CC=CC=C12)C